3,4-dimethyl 1-benzylpyrrolidine-3,4-dicarboxylate C(C1=CC=CC=C1)N1CC(C(C1)C(=O)OC)C(=O)OC